ClC1=C(C=C2C(C(=CN(C2=N1)C1=C(C=C(C=C1F)F)F)C(=O)NC(C)C(C(F)(F)F)(F)F)=O)F 7-chloro-6-fluoro-4-oxo-N-[3,3,4,4,4-pentafluorobut-2-yl]-1-(2,4,6-trifluorophenyl)-1,4-dihydro-1,8-naphthyridine-3-carboxamide